(2-Methoxycinnamoyl)guanidin COC1=C(C=CC(=O)NC(=N)N)C=CC=C1